3,7-Dimethylocta-7-ene-1,6-diol CC(CCO)CCC(C(=C)C)O